C1(CC1)N1N=CC(=C1)[C@@H]1OCC[C@@H](C1)C1=CC2=C(N=C(N(C2=O)C)C)C(=N1)C1=C(C=C(C=C1)C(F)(F)F)F 6-((2R,4S)-2-(1-cyclopropyl-1H-pyrazol-4-yl)tetrahydro-2H-pyran-4-yl)-8-(2-fluoro-4-(trifluoromethyl)phenyl)-2,3-dimethylpyrido[3,4-d]pyrimidin-4(3H)-one